C(C)OC(=O)C=1N(C(=C2C1CCC2=O)C2CC2)C 3-cyclopropyl-2-methyl-4-oxo-2,4,5,6-tetrahydrocyclopenta[c]pyrrole-1-carboxylic acid ethyl ester